1-(3-bromopropionyl)pyrrolidine BrCCC(=O)N1CCCC1